((2S,5R)-4-(1-(3-methoxyquinoxalin-6-yl)ethyl)-2,5-dimethylpiperazin-1-yl)-4-methyl-2-(tetrahydro-2H-pyran-2-yl)-2,4-dihydro-5H-pyrazolo[4,3-b]pyridin-5-one COC=1C=NC2=CC=C(C=C2N1)C(C)N1C[C@@H](N(C[C@H]1C)C=1N(N=C2C1N(C(C=C2)=O)C)C2OCCCC2)C